ClC1=CC=C(C=C1)NC(N(C)C1=NC2=CC(=CC=C2N=C1)C=1C=NC(=CC1)OCCCN(C)C)=O 3-(4-chlorophenyl)-1-(7-(6-(3-(dimethylamino)propoxy)pyridin-3-yl)quinoxalin-2-yl)-1-methylurea